FC1=C(N(C=2N=C(N=CC21)NC2=CC=C(C=C2)N2CCC(CC2)N2CCOCC2)C2=CC=CC(=N2)N=S(=O)(C)C)C2CC2 ((6-(5-fluoro-2-((4-(4-(morpholine-4-yl)piperidin-1-yl)phenyl)amino)-6-cyclopropyl-7H-pyrrolo[2,3-d]pyrimidin-7-yl)pyridin-2-yl)imino)dimethyl-λ6-sulfanone